2-cyano-4-(4-cyclopropyl-3-phenyl-1,2-thiazole-5-amido)benzoic acid C(#N)C1=C(C(=O)O)C=CC(=C1)NC(=O)C1=C(C(=NS1)C1=CC=CC=C1)C1CC1